ClC1=CC(=C(C=C1)C1=NOC(=C1C(O)C=1C=NC=CC1)C1=C(C=C(C=C1)F)F)F [3-(4-chloro-2-fluorophenyl)-5-(2,4-difluorophenyl)isoxazol-4-yl]-(3-pyridyl)methanol